CN(C1=NC=CC(=C1)CO)C [2-(dimethylamino)-4-pyridyl]methanol